(2S)-N-[(1S)-2-[4-(1,3-Benzothiazol-5-yl)phenyl]-1-cyanoethyl]-1,4-oxazepane-2-carboxamide S1C=NC2=C1C=CC(=C2)C2=CC=C(C=C2)C[C@@H](C#N)NC(=O)[C@H]2OCCCNC2